FC1(CCN(CCC1)C=1C(=NC2=CC=CC=C2N1)C(=O)N)F 3-(4,4-difluoroazepan-1-yl)quinoxaline-2-carboxamide